(2-fluoro-6-methoxyphenyl)boronic acid FC1=C(C(=CC=C1)OC)B(O)O